1-(2,2-Difluorobut-3-yn-1-yl)naphthalene FC(CC1=CC=CC2=CC=CC=C12)(C#C)F